tert-butyl 4-[3-(2,4-dioxohexahydropyrimidin-1-yl)-1-methyl-indazol-6-yl]piperidine-1-carboxylate O=C1N(CCC(N1)=O)C1=NN(C2=CC(=CC=C12)C1CCN(CC1)C(=O)OC(C)(C)C)C